(7-azabenzotriazol-1-yloxy)tripyrrolidinophosphorus N1(N=NC2=C1N=CC=C2)O[P](N2CCCC2)(N2CCCC2)N2CCCC2